6-(4-(1-((4-cyanophenyl)amino)cyclopentane-1-carbonyl)piperazine-1-yl)N,N-dimethyl-nicotinamide C(#N)C1=CC=C(C=C1)NC1(CCCC1)C(=O)N1CCN(CC1)C1=NC=C(C(=O)N(C)C)C=C1